CN1CCC(CC1)OC=1C(=NC=CC1)[N+](=O)[O-] ((1-methyl-hexahydropyridin-4-yl)oxy)-2-nitropyridine